NC1=CC(=NC=N1)NC=1C=C(C=2N(C1)C1(NC2)C(CC1)(C)C)Cl 6'-((6-aminopyrimidin-4-yl)amino)-8'-chloro-2,2-dimethyl-2'H-spiro[cyclobutane-1,3'-imidazo[1,5-a]pyridine]